2-bromo-6,6-dimethyl-3-(3-methylphenyl)-1,5,6,7-tetrahydro-4H-pyrrolo[3,2-c]pyridin-4-one BrC1=C(C=2C(NC(CC2N1)(C)C)=O)C1=CC(=CC=C1)C